C(C)(C)(C)OC(CC[C@H](NC(OCC1C2=CC=CC=C2C=2C=CC=CC12)=O)C(NCCOCCOCCOCCOCCOCCOCCC(=O)O)=O)=O (S)-5-(3-(tert-butoxy)-3-oxopropyl)-1-(9H-fluoren-9-yl)-3,6-dioxo-2,10,13,16,19,22,25-heptaoxa-4,7-diazaoctacosan-28-oic acid